OC1=C(C=C(C=C1)OC)C=1NC2=C(N1)C=CC=C2 2-(2-hydroxy-5-methoxyphenyl)benzimidazole